FC1=CC=C(C=C1)C=1C=C2C(=NC1)NCN2CC2=NOC(=C2)C 6-(4-fluorophenyl)-1-[(5-methylisoxazol-3-yl)methyl]-3H-imidazo[4,5-b]Pyridine